O1C=CC2=C1C=CC(=C2)C(C(C)NCC)=O 1-(1-benzofuran-5-yl)-2-(ethylamino)propan-1-one